tert-butyl (3-((2R,4R)-6-chloro-4-hydroxychroman-2-carboxamido)bicyclo[1.1.1]pentan-1-yl)carbamate ClC=1C=C2[C@@H](C[C@@H](OC2=CC1)C(=O)NC12CC(C1)(C2)NC(OC(C)(C)C)=O)O